[Si](C)(C)(C(C)(C)C)O[C@H](C(=O)N=[S@@](=O)(C)C=1C=C(C=CC1)NC(C1=C(C=C(C(=C1)Cl)C(F)(F)F)OC=1C(=NC(=CC1)F)C)=O)C N-(3-((R)-N-((S)-2-((tert-butyldimethylsilyl)oxy)propanoyl)-S-methylsulfonimidoyl)phenyl)-5-chloro-2-((6-fluoro-2-methylpyridin-3-yl)oxy)-4-(trifluoromethyl)benzamide